2-(2-fluoro-5-nitrophenyl)-N-methoxy-N-methylpropanamide FC1=C(C=C(C=C1)[N+](=O)[O-])C(C(=O)N(C)OC)C